COC1=C(CN(C2=NC=NS2)C2=C(C=C(C(=C2)F)F)F)C=CC(=C1)OC N-(2,4-dimethoxybenzyl)-2,4,5-trifluoro-N-(1,2,4-thiadiazol-5-yl)-phenylamine